FC=1C=C(C(=O)NC=2SC(=C(C2C(=O)NCCC2=C(C=CC=C2)OC)C)C)C=CC1O 2-(3-fluoro-4-hydroxybenzamido)-N-(2-methoxyphenethyl)-4,5-dimethylthiophene-3-carboxamide